C(C)C=1C(NC=2C=C(C=NC2C1)CN1CC2CCC(C1)N2C=2C=CC(=NC2C)C(=O)NC)=O 5-(3-((7-ethyl-6-oxo-5,6-dihydro-1,5-naphthyridin-3-yl)methyl)-3,8-diazabicyclo[3.2.1]octan-8-yl)-N,6-dimethylpicolinamide